3-(6-fluoro-1-oxo-4-((7-(spiro[3.3]heptan-2-ylamino)heptyl)thio)isoindolin-2-yl)piperidine-2,6-dione FC1=CC(=C2CN(C(C2=C1)=O)C1C(NC(CC1)=O)=O)SCCCCCCCNC1CC2(C1)CCC2